2,4-difluorophenyl triflate O(S(=O)(=O)C(F)(F)F)C1=C(C=C(C=C1)F)F